n-hexyltriethylurea C(CCCCC)N(C(N(CC)CC)=O)CC